C12C(CCCCC1)O2 Cycloheptene oxide